C1=C(C2=C(C(=O)C(=O)C3=C2NC(=C3)C(=O)[O-])N=C1C(=O)[O-])C(=O)[O-] The molecule is trianionic form of pyrroloquinoline quinone arising from deprotonation of the three carboxy groups. It has a role as a cofactor. It is a conjugate base of a pyrroloquinoline quinone.